N=S1(CCN(CC1)C1=CC(=C(C=C1)NC1=NC=CC(=N1)N1C=CC2=CC=CC=C12)OC)=O N-[4-(1-Imino-1-oxo-1,4-thiazinan-4-yl)-2-methoxy-phenyl]-4-indol-1-yl-pyrimidin-2-amine